P(=O)(OCC(CCl)Cl)([O-])[O-] (2,3-dichloro-1-propyl) phosphate